bis(4,6-dimethylphenyl) phosphate P(=O)(OC1=CC=C(C=C1C)C)(OC1=CC=C(C=C1C)C)[O-]